7-fluoro-5-hydroxy-1-methyl-2,3-dihydro-1H-indol-2-one FC=1C=C(C=C2CC(N(C12)C)=O)O